1-methyl-1H-indole hydrochloride Cl.CN1C=CC2=CC=CC=C12